ClC1=CC=C(C(=N1)C#N)N[C@H](C)C=1C=C(C=C2C(C(=C(OC12)C=1C=NC=C(C1)F)C)=O)C 6-Chloro-3-[[(1R)-1-[2-(5-fluoro-3-pyridyl)-3,6-dimethyl-4-oxo-chromen-8-yl]ethyl]amino]pyridine-2-carbonitrile